Cl.FC(C1=CC=C(C=C1)C1=NN2C(CNCC2)=C1C1=CC=NC=C1)F 2-[4-(difluoromethyl)phenyl]-3-(pyridin-4-yl)-4,5,6,7-tetrahydropyrazolo[1,5-a]pyrazine hydrochloride